β-L-Rhamnopyranosyl-(1→4)-β-L-rhamnopyranosyl-(1→2)-L-rhamnose [C@H]1([C@H](O)[C@H](O)[C@@H](O)[C@@H](O1)C)O[C@@H]1[C@H]([C@H]([C@H](O[C@H]1C)O[C@@H](C=O)[C@H](O)[C@@H](O)[C@@H](O)C)O)O